C1CCC2=CC(=CC=C12)C(CSC1=NN=C(N1)C1=CC=C(C=C1)C)=O 1-(2,3-dihydro-1H-inden-5-yl)-2-((5-(p-tolyl)-4H-1,2,4-triazol-3-yl)thio)ethan-1-one